CN(C/C=C/C(=O)N1CC=2N(C(C1)(C)C)N=C(C2C2=CC=NC=C2)C2=CC=C(C=C2)F)C (2E)-4-(dimethylamino)-1-[2-(4-fluorophenyl)-7,7-dimethyl-3-(pyridin-4-yl)-6,7-dihydropyrazolo[1,5-a]pyrazin-5(4H)-yl]but-2-en-1-one